C1N(CCC2=CC=CC=C12)C[C@H](CN1C(C2=CC=C(C=C2C(C1)(C)C)N1CCC(CC1)N(C)C)=O)O 2-[(2R)-3-(3,4-Dihydro-1H-isochinolin-2-yl)-2-hydroxy-propyl]-6-[4-(dimethylamino)-1-piperidyl]-4,4-dimethyl-3H-isochinolin-1-on